ClC1=C(CCC1)CC(=O)O 2-(2-chlorocyclopent-1-en-1-yl)acetic acid